C(C1=CC=CC=C1)OCCN1N=CC2=C1C(N(CCO2)C2=C(C=C(C=C2)C2=NC1=CC=C(C=C1C=N2)C(F)(F)F)C)=O 1-(2-(benzyloxy)ethyl)-7-(2-methyl-4-(6-(trifluoromethyl)quinazolin-2-yl)phenyl)-6,7-dihydro-1H-pyrazolo[3,4-f][1,4]oxazepin-8(5H)-one